(2R,4R,5S)-2-(tert-butyl)-3-formylthiazolidine-4,5-dicarboxylic acid dimethyl ester COC(=O)[C@H]1N([C@H](S[C@@H]1C(=O)OC)C(C)(C)C)C=O